pentyl((((2R,3S,5R)-5-(6-amino-2-fluoro-9H-purin-9-yl)-2-ethynyl-2-(hydroxymethyl)tetrahydrofuran-3-yl)oxy)carbonyl)glycinate C(CCCC)N(CC(=O)[O-])C(=O)O[C@@H]1[C@](O[C@H](C1)N1C2=NC(=NC(=C2N=C1)N)F)(CO)C#C